3,5-dichloro-4-hydroxy-benzaldehyde ClC=1C=C(C=O)C=C(C1O)Cl